ClC=1C=C(C=CC1)COCCN(C(C#CC(SC)=O)(C)C)C S-methyl 4-[2-[(3-chlorophenyl)methoxy]ethylmethyl-amino]-4-methyl-pent-2-ynethioate